(9S)-12-(4-acetylphenyl)-9-hydroxy-4-thia-2,12-diazatricyclo[7.3.0.03,7]dodeca-1,3(7),5-trien-8-one C(C)(=O)C1=CC=C(C=C1)N1CC[C@]2(C(C=3C=CSC3N=C12)=O)O